N-((R)-2,3-DIHYDROXYPROPOXY)-3,4-DIFLUORO-2-(2-FLUORO-4-IODOPHENYLAMINO)-BENZAMIDE O[C@@H](CONC(C1=C(C(=C(C=C1)F)F)NC1=C(C=C(C=C1)I)F)=O)CO